NC=1N=NC(=CC1OCCC1=CC=C(C(=O)NC)C=C1)Cl 4-(2-((3-amino-6-chloropyridazin-4-yl)oxy)ethyl)-N-methylbenzamide